2-methyl-4-nitronaphthalene-1-amine CC1=C(C2=CC=CC=C2C(=C1)[N+](=O)[O-])N